C1(CCCCC1)[C@@H](C(=O)NC=1C=C2CC(CC2=CC1)(C(NC)=O)N1C(N[C@@H](C1)C(C)C)=O)NC(=O)C1=CC=NN1C1CC1 N-((1S)-1-cyclohexyl-2-((2-((R)-4-isopropyl-2-oxoimidazolidin-1-yl)-2-(methylcarbamoyl)-2,3-dihydro-1H-inden-5-yl)amino)-2-oxoethyl)-1-cyclopropyl-1H-pyrazole-5-carboxamide